NC=1C=CC(=NC1)[C@@H]1N(C[C@H](CC1)C)C(C(=O)NC=1C=C(C=NC1)C(=O)N)=O 5-[[2-[(2R,5S)-2-(5-amino-2-pyridyl)-5-methyl-1-piperidyl]-2-oxo-acetyl]amino]pyridine-3-carboxamide